NC1=CC=C(C=C1)CC(=O)NC1=CC=C(C=C1)C1=CC2=C(N=CN=C2C)N1COCC[Si](C)(C)C 2-(4-aminophenyl)-N-(4-(4-methyl-7-((2-(trimethylsilyl)ethoxy)methyl)-7H-pyrrolo[2,3-d]pyrimidin-6-yl)phenyl)acetamide